FC1(CN2C=3C(=C(SC3C(N[C@@H](C2)CC#N)=O)C=2C=NNC2)O1)F (R)-2-(4,4-difluoro-9-oxo-2-(1H-pyrazol-4-yl)-4,5,6,7,8,9-hexahydro-3-oxa-1-thia-5a,8-diazabenzo[cd]azulen-7-yl)acetonitrile